4-(4-chloro-3-fluorophenyl)-4-(2-oxoethyl)piperidine-1-carboxylic acid tert-butyl ester C(C)(C)(C)OC(=O)N1CCC(CC1)(CC=O)C1=CC(=C(C=C1)Cl)F